CCCCCC[C@@H](O)C/C=C\\CCCCCCCC(=O)OCC(OC(=O)CCCCCCC/C=C\\C[C@H](O)CCCCCC)COC(=O)CCCCCCC/C=C\\C[C@H](O)CCCCCC The molecule is a triglyceride formed by acylation of the three hydroxy groups of glycerol with ricinoleic acid, ((9Z,12R)-12-hydroxydec-9-enoic acid). It is the main constituent of castor oil. It is a triglyceride, a homoallylic alcohol and a secondary alcohol. It derives from a ricinoleic acid.